C(C(C)C)P(C1=C(SC=C1P(CC(C)C)CC(C)C)C1CCCC1)CC(C)C 3,4-di(diisobutylphosphino)-2-cyclopentyl-thiophene